FC1([C@H](C1)C(=O)NC1=NC=C2C=C(C(N(C2=C1)C)=O)C=1C=NC(=CC1C)[C@@H](CCC)O)F (R)-2,2-difluoro-N-(3-(6-((R)-1-hydroxybutyl)-4-methylpyridin-3-yl)-1-methyl-2-oxo-1,2-dihydro-1,6-naphthyridin-7-yl)cyclopropane-1-carboxamide